N1(CCCCC1)C=1C=C2C=3C=CC(=CC3NC2=CC1)C(C(=O)O)C 2-(6-(Piperidin-1-yl)-9H-carbazol-2-yl)propanoic acid